C1(=CC=C(C=C1)C=1C=C(C=NC1)C=C1C(NC(S1)=O)=O)C 5-((5-(p-tolyl)pyridin-3-yl)methylene)thiazolidine-2,4-dione